tetraethyleneglycol methyl ether COCCOCCOCCOCCO